O=C(C(=O)NC=1C2=C(C=NC1)C=NN2C2OCCCC2)N2[C@H](CN([C@@H](C2)C)C(C(C)C)=O)C2=CC(=CC=C2)N2CCN(CC2)C 2-Oxo-2-[(2S,5R)-5-methyl-2-[3-(4-methylpiperazin-1-yl)phenyl]-4-(2-methylpropanoyl)piperazin-1-yl]-N-(1-tetrahydropyran-2-ylpyrazolo[4,3-c]pyridin-7-yl)acetamide